C(C)N(CC)CC Tri-ethylamin